FC1=CC(=C2C(=NNC2=C1)CCN1CCCC1)OC 6-fluoro-4-methoxy-3-(2-(pyrrolidin-1-yl)ethyl)-1H-indazole